NC=1C(=C(C=C2C=C(N=CC12)NC(N(C1COCC1)C)=O)C1=C(C2=C(OCCN2)N=C1)C)F 3-(8-Amino-7-fluoro-6-(8-methyl-2,3-dihydro-1H-pyrido[2,3-b][1,4]oxazin-7-yl)isoquinolin-3-yl)-1-methyl-1-(tetrahydrofuran-3-yl)urea